ClC=1C(=NC(=NC1)N1CC(NCCC1)C1=CC=CC=C1)NC=1C=C2C=NNC2=CC1 N-(5-chloro-2-(3-phenyl-1,4-diazepan-1-yl)pyrimidin-4-yl)-1H-indazol-5-amine